CN1N=NC2=C1C=CC=C2 Methyl-1H-benzotriazol